3-aminocarbonyl-6-(Trifluoromethyl)-4-vinylpyridine NC(=O)C=1C=NC(=CC1C=C)C(F)(F)F